4-((2-(Dimethylamino)ethyl)carbamoyl)benzyl (1-hydroxy-7-methyl-1,3-dihydrobenzo[c][1,2]oxaborole-6-carbonyl)-L-valinate OB1OCC2=C1C(=C(C=C2)C(=O)N[C@@H](C(C)C)C(=O)OCC2=CC=C(C=C2)C(NCCN(C)C)=O)C